4-((3-methylpyridin-2-yl)oxy)benzonitrile CC=1C(=NC=CC1)OC1=CC=C(C#N)C=C1